C[C@H]1[C@@H](C1)N1N=NC(=C1)C(=O)NCC=1SC(=NN1)C1=CC=CC=C1 1-((1R,2R)-2-methylcyclopropyl)-N-((5-phenyl-1,3,4-thiadiazol-2-yl)methyl)-1H-1,2,3-triazole-4-carboxamide